[2H]C=1C(=NC=CC1NC(=O)[C@@H]1O[C@@]([C@H]([C@H]1C1=C(C(=C(C=C1)F)F)OC)C)(C(F)(F)F)C)C(=O)N 3-Deuterio-4-[[(2R,3S,4S,5S)-3-(3,4-difluoro-2-methoxyphenyl)-4,5-dimethyl-5-(trifluoromethyl)tetrahydrofuran-2-carbonyl]amino]pyridin-2-carboxamid